C[C@H]1CN(CCN1C)C1=CC(=C(C=C1C)NC=1N=C(C2=C(N1)NC=C2)NC=2C=CC=C1CCN(C21)S(=O)(=O)C)OC (S)-N2-(4-(3,4-dimethylpiperazin-1-yl)-2-methoxy-5-methylphenyl)-N4-(1-(methylsulfonyl)indolin-7-yl)-7H-pyrrolo[2,3-d]pyrimidine-2,4-diamine